(3E)-1-iodo-12,12-dimethoxy-3-dodecene ICC\C=C\CCCCCCCC(OC)OC